7-bromo-1-{4-[5-(trifluoromethyl)-1,2,4-oxadiazol-3-yl]benzyl}-3,4-dihydroquinolin-2(1H)-one BrC1=CC=C2CCC(N(C2=C1)CC1=CC=C(C=C1)C1=NOC(=N1)C(F)(F)F)=O